C(C1=CC=CC=C1)[C@@H]1COCCN1C1=NC=C2C(=N1)N(N=C2C=2C(=C(C(=C(C2)C(F)(F)F)F)O)F)CC (R)-3-(6-(3-Benzylmorpholino)-1-ethyl-1H-pyrazolo[3,4-d]pyrimidin-3-yl)-2,6-difluoro-5-(trifluoromethyl)phenol